C(C)(=O)NC1=CC(=C(C=C1)CC(=O)OCC)OCC=1C=C(C2=C(C=C(O2)COC)C1)C1=CC(=CC=C1)CNC(=O)OC(C)(C)C ethyl 2-(4-acetamido-2-((7-(3-(((tert-butoxycarbonyl)amino)methyl)phenyl)-2-(methoxymethyl)benzofuran-5-yl)methoxy)phenyl)acetate